N-(4-(1H-pyrazol-1-yl)benzyl)-5-chloro-3-cyclopropylpyrazolo[1,5-a]pyrimidin-7-amine N1(N=CC=C1)C1=CC=C(CNC2=CC(=NC=3N2N=CC3C3CC3)Cl)C=C1